Cl.S1C=CC=2NCCC(C21)CN 1-{4H,5H,6H,7H-Thieno[3,2-b]pyridin-7-yl}methanamine hydrochloride